C1(=CC=C(C=C1)P(C1=C(SC=C1P(C1=CC=C(C=C1)C)C1=CC=C(C=C1)C)C)C1=CC=C(C=C1)C)C 3,4-bis(di-p-tolylphosphino)-2-methylthiophene